3-(5-((2-(benzylamino)cyclohexyl)amino)-1-oxoisoindolin-2-yl)piperidine-2,6-dione C(C1=CC=CC=C1)NC1C(CCCC1)NC=1C=C2CN(C(C2=CC1)=O)C1C(NC(CC1)=O)=O